N-(8-amino-6-(2-methyl-6-oxo-1,6-dihydropyridin-3-yl)isoquinolin-3-yl)-2-fluorocyclopropane-1-carboxamide NC=1C=C(C=C2C=C(N=CC12)NC(=O)C1C(C1)F)C1=C(NC(C=C1)=O)C